1-[(1H-pyrazol-4-yl)methyl]-1H-indole-2-carbonitrile N1N=CC(=C1)CN1C(=CC2=CC=CC=C12)C#N